(3S)-1-[(2R)-2-[4-(2-ethylphenyl)-2-oxo-chromen-7-yl]oxypropionyl]piperidine-3-carboxylic acid C(C)C1=C(C=CC=C1)C1=CC(OC2=CC(=CC=C12)O[C@@H](C(=O)N1C[C@H](CCC1)C(=O)O)C)=O